OC(COC1=NC(=CC(=C1)C=1C=C(C=CC1C)NC(=O)N1C[C@@H](CC1)CC(F)(F)F)N1CCOCC1)COC (3S)-N-[3-[2-(2-hydroxy-3-methoxypropoxy)-6-(morpholin-4-yl)pyridin-4-yl]-4-methylphenyl]-3-(2,2,2-trifluoroethyl)pyrrolidine-1-carboxamide